C(C1=CC=CC=C1)(C1=CC=CC=C1)N1CCC(CC1)N1CC2=CC=C(C=C2C1)C#N 2-(1-benzhydryl-piperidin-4-yl)isoindoline-5-carbonitrile